O1COCC2=C1C=CC(=C2)C(OC2CN(C2)C(=O)N2N=NC1=C2C=CC(=C1)C#N)C1=CC2=C(OCOC2)C=C1 1-(3-(bis(4H-benzo[d][1,3]dioxin-6-yl)methoxy)azetidine-1-carbonyl)-1H-benzo[d][1,2,3]triazole-5-carbonitrile